[Si](C1=CC=CC=C1)(C1=CC=CC=C1)(C(C)(C)C)OC[C@@H](C)N (R)-1-((tert-butyldiphenylsilyl)oxy)propan-2-amine